NC1=NC(=C(C=2N1C(N(N2)CC#C)=O)C2=CC(=NC(=C2)C)C)C2=CC=CC=C2 5-amino-8-(2,6-dimethylpyridin-4-yl)-7-phenyl-2-(prop-2-yn-1-yl)-[1,2,4]triazolo[4,3-C]pyrimidin-3(2H)-one